N-methyl-3-piperidyl-1-propylamine CN(CCC)C1CNCCC1